FC=1C=C(COC(=O)N[C@H](C(=O)OCC)CNC(=O)[C@@H]2C[C@H](C2)CC2=NC=3NCCCC3C=C2)C=CC1 Ethyl (S)-2-((((3-fluorobenzyl)oxy)carbonyl)amino)-3-(trans-3-((5,6,7,8-tetrahydro-1,8-naphthyridin-2-yl)methyl)cyclobutane-1-carboxamido)propanoate